NC1=C(C=C(C=N1)C=1C=C2N(N1)CC[C@]21CN(CC1)C(=O)NC(C)C1=CC(=NC=C1)OC)C(F)(F)F (3R)-2'-[6-amino-5-(trifluoromethyl)pyridin-3-yl]-N-[1-(2-methoxypyridin-4-yl)ethyl]-5',6'-dihydro-1H-spiro[pyrrolidine-3,4'-pyrrolo[1,2-b]pyrazole]-1-carboxamide